FC(S(=O)(=O)O)(F)F.BrC1=C2CCOC(C2=CC=C1)CNC 1-(5-bromoisochroman-1-yl)-N-methylmethanamine trifluoromethanesulfonate